tert-butyl 2-[5-[(2-bromophenyl)methyl]-1,3-thiazol-2-yl]-2-fluoro-1,1-dioxo-1λ6-thiomorpholine-4-carboxylate BrC1=C(C=CC=C1)CC1=CN=C(S1)C1(CN(CCS1(=O)=O)C(=O)OC(C)(C)C)F